[(3S)-5-oxopyrrolidin-3-yl]-4-[3-[2-(oxetan-3-yloxy)-3-pyridyl]pyrazolo[1,5-a]pyrimidin-5-yl]piperazine-1-carboxylate O=C1C[C@@H](CN1)OC(=O)N1CCN(CC1)C1=NC=2N(C=C1)N=CC2C=2C(=NC=CC2)OC2COC2